C(C)(C)(C)NC1=CC(=C(C=N1)C1=C(N=C(S1)C(=O)NC[C@@H](C(F)(F)F)O)C(=O)N1[C@H](CCC1)C)C(F)(F)F 5-(6-(tert-butylamino)-4-(trifluoromethyl)pyridin-3-yl)-4-((S)-2-methylpyrrolidine-1-carbonyl)N-((S)-3,3,3-trifluoro-2-hydroxypropyl)thiazole-2-carboxamide